2-((tert-butoxycarbonyl)amino)-7-methylocta-6-enoic acid C(C)(C)(C)OC(=O)NC(C(=O)O)CCCC=C(C)C